dodecanyl chloride C(CCCCCCCCCCC)Cl